NC1(CC(C(C)C2=CC=C(C=C2)C(C=2CC(C=CC2)(N)C)C)=CC=C1)C 1,4-bis(3-amino-alpha,3-dimethylbenzyl)benzene